C1CCC2=C(C=3CCCC3C=C12)NC(=O)N[C@@H](C(=O)OC)CC1=CC(=CC=C1)NC1=NNC=C1 methyl (2R)-2-{[(1,2,3,5,6,7-hexahydro-s-indacen-4-yl)carbamoyl]amino}-3-{3-[(1H-pyrazol-3-yl)amino]phenyl}propanoate